NC1(CC(CC1)CC)COC1=C(C#N)C(=CC(=C1)C1=CN=C2N1C(=CC=C2)OC)OC 2-((1-Amino-3-ethylcyclopentyl)methoxy)-6-methoxy-4-(5-methoxyimidazo[1,2-a]pyridin-3-yl)benzonitrile